2-chloro-5-{[(2,2-dimethylpropanoyl)amino]methyl}-N-{1-[5-(methoxymethyl)pyridin-3-yl]-1H-indazole-4-yl}benzamide ClC1=C(C(=O)NC2=C3C=NN(C3=CC=C2)C=2C=NC=C(C2)COC)C=C(C=C1)CNC(C(C)(C)C)=O